O=C1N(CC2=C(C=CC=C12)C=1C=C2C(=NNC2=CC1)C1CCNCC1)CC(C#N)=C 2-({1-oxo-4-[3-(piperidin-4-yl)-1H-indazol-5-yl]-2,3-dihydro-1H-isoindol-2-yl}methyl)prop-2-enenitrile